(1-mercaptocyclobutyl)methanol SC1(CCC1)CO